3-(2-(((3-fluorophenyl)thio)methyl)imidazo[1,2-a]pyridin-6-yl)-5-(trifluoromethyl)-1,2,4-oxadiazole FC=1C=C(C=CC1)SCC=1N=C2N(C=C(C=C2)C2=NOC(=N2)C(F)(F)F)C1